C[C@H]1N(C[C@H](NC1)C)C1=NC=NC=C1 4-((2R,5R)-2,5-dimethylpiperazin-1-yl)pyrimidine